COC1=CC=C(C(=O)N[C@H]2C[C@H](CCC2)NC2=CC=CC3=C2N=C(S3)C(F)(F)F)C=C1 4-methoxy-N-[(1R,3S)-3-{[2-(trifluoromethyl)-1,3-benzothiazol-4-yl]amino}cyclohexyl]benzamide